The molecule is a guanosine 5'-phosphate. It derives from a GTP. It is a conjugate base of a 7-methyl-GTP(1+). It is a conjugate acid of a 7-methyl-GTP(3-). CN1C=[N+](C2=C1C(=O)NC(=N2)N)[C@H]3[C@@H]([C@@H]([C@H](O3)COP(=O)(O)OP(=O)(O)OP(=O)(O)[O-])O)O